(3S,5R)-2,5-DIMETHYLHEPT-6-ENE-3-SULFONAMIDE CC(C)[C@H](C[C@H](C=C)C)S(=O)(=O)N